C(=O)O.COC1=CC=2C3=C(C(=NC2C=C1OCCCN1CCCC1)N[C@@H]1COCC1)CCC3 8-methoxy-N-[(3S)-oxolan-3-yl]-7-[3-(pyrrolidin-1-yl)propoxy]-1H,2H,3H-cyclopenta[c]quinolin-4-amine formate